(R and S)-5-(6-(2-(ethoxy-methoxy)-6-methyl-4-(trifluoromethyl)phenyl)-2H-pyrazolo[3,4-b]pyridin-2-yl)-1-isopropyl-piperidin-2-one C(C)OCOC1=C(C(=CC(=C1)C(F)(F)F)C)C=1C=CC=2C(N1)=NN(C2)[C@@H]2CCC(N(C2)C(C)C)=O |r|